O=C1NC(CCC1N1C(C2(CN(CC2)C(=O)OC(C)(C)C)C2=CC=CC=C12)=O)=O tert-butyl 1-(2,6-dioxopiperidin-3-yl)-2-oxospiro[indoline-3,3'-pyrrolidine]-1'-carboxylate